C(C)(C)(C)OC(CCC(=O)N1CC2=CC(=C(C(=C2C1)F)OCCCOC1=C(C2=C(SC(=C2)C(CCC(=O)OCCN)=O)C=C1OC)F)OC)=O 2-aminoethyl 4-(5-(3-((2-(4-(tert-butoxy)-4-oxobutanoyl)-4-fluoro-6-methoxyisoindolin-5-yl) oxy) propoxy)-4-fluoro-6-methoxybenzo[b]thiophen-2-yl)-4-oxobutanoate